tert-butyl 2-benzyl-1,1-dimethyl-2,7-diazaspiro[3.5]nonane-7-carboxylate C(C1=CC=CC=C1)N1C(C2(C1)CCN(CC2)C(=O)OC(C)(C)C)(C)C